4-(3-((2-((2-ethyl-4-(1-methylpyrrolidin-3-yl)phenyl)amino)-5-(trifluoromethyl)pyrimidin-4-yl)amino)propyl)-1,4-oxazepan-5-one C(C)C1=C(C=CC(=C1)C1CN(CC1)C)NC1=NC=C(C(=N1)NCCCN1CCOCCC1=O)C(F)(F)F